3-(3-(fluoromethyl)azetidine-1-carbonyl)-2-(3-methyl-pyrazin-2-yl)pyrazolo[1,5-a]pyrimidin FCC1CN(C1)C(=O)C=1C(=NN2C1N=CC=C2)C2=NC=CN=C2C